4-(4-((6-(2,6-dichlorophenyl)-5-oxo-5,6,8,9-tetrahydroimidazo[1,2-a]pyrimido[5,4-e]pyrimidin-2-yl)amino)-2-methoxyphenyl)-1-methylpiperidine-4-carbonitrile ClC1=C(C(=CC=C1)Cl)N1C=2N(C3=C(C1=O)C=NC(=N3)NC3=CC(=C(C=C3)C3(CCN(CC3)C)C#N)OC)CCN2